5-bromo-N-cyclohexyl-4-(difluoromethyl)pyridin-2-amine BrC=1C(=CC(=NC1)NC1CCCCC1)C(F)F